FC=1C=C2C=C(NC2=CC1\C=C\C1=NOC(=C1)C)CNC(=O)C1(CC1)C (E)-N-((5-fluoro-6-(2-(5-methylisoxazol-3-yl)vinyl)-1H-indol-2-yl)methyl)-1-methylcyclopropane-1-carboxamide